(2-(6-(2-ethyl-5-fluoro-4-hydroxyphenyl)-1H-indazol-3-yl)-4,6-dihydropyrrolo[3,4-d]imidazole-5(1H)-yl)(4-ethylpiperazin-1-yl)methanone C(C)C1=C(C=C(C(=C1)O)F)C1=CC=C2C(=NNC2=C1)C1=NC2=C(N1)CN(C2)C(=O)N2CCN(CC2)CC